[Na+].[Na+].NC=1C=C(C(=CC1C)C=1C(=CC(=C(C1)C)N)S(=O)(=O)[O-])S(=O)(=O)[O-] 4,4'-Diamino-5,5'-dimethyl-2,2'-biphenyldisulfonic acid disodium salt